(3S,4R,5S,6R)-3,4,5,6,7-pentahydroxyheptanone O[C@H](C(C)=O)[C@@H]([C@H]([C@@H](CO)O)O)O